C(CCCCCC)C(C(=O)[O-])=C 2-Heptylacrylat